C1(CC1)C=1N=CN(C1)C1=C(C=C2C=CN(C(C2=C1)=O)C1=NC(=CC=C1)C1=NN=CN1C(C)C)OC 7-(4-cyclopropyl-1H-imidazol-1-yl)-2-(6-(4-isopropyl-4H-1,2,4-triazol-3-yl)pyridin-2-yl)-6-methoxyisoquinolin-1(2H)-one